1-[2-(6,7,8-trimethoxy-3-methylisochroman-5-yl)-4,5-dimethoxyphenyl]propan-2-yl acetate C(C)(=O)OC(CC1=C(C=C(C(=C1)OC)OC)C1=C2CC(OCC2=C(C(=C1OC)OC)OC)C)C